ClC1=NC=C(C(=N1)NCC1=CC(=CC=C1)F)C(=O)N 2-chloro-4-((3-fluorobenzyl)amino)pyrimidin-5-carboxamide